N-(1-(1-(4-(trifluoromethyl)phenyl)-1H-indazole-3-carbonyl)-pyrrolidin-3-yl)acrylamide FC(C1=CC=C(C=C1)N1N=C(C2=CC=CC=C12)C(=O)N1CC(CC1)NC(C=C)=O)(F)F